C(C)OC(=O)C1SC(C=C1C1=C(C(=C(C=C1)F)F)OC)(C(F)(F)F)C=1C=NN(C1)C.ONC(\C=C\C1=CC(=CC=C1)S(NC1=CC=CC=C1)(=O)=O)=O (2E)-N-hydroxy-3-[3-(phenylsulfamoyl)phenyl]Prop-2-enamide ethyl-3-(3,4-difluoro-2-methoxyphenyl)-5-(1-methyl-1H-pyrazol-4-yl)-5-(trifluoromethyl)-2,5-dihydrothiophene-2-carboxylate